Methyl 2-(methoxy-d3)-3-nitrobenzoate C(OC1=C(C(=O)OC)C=CC=C1[N+](=O)[O-])([2H])([2H])[2H]